4-(2-(((6-chloropyrimidin-4-yl)amino)methyl)-6-cyclopropylimidazo[1,2-a]pyridin-8-yl)piperazin-2-one ClC1=CC(=NC=N1)NCC=1N=C2N(C=C(C=C2N2CC(NCC2)=O)C2CC2)C1